ClC=1C(=C(C=CC1F)[C@@H](NC(=O)N1[C@@H](C(NCC1)=O)C)[C@H]1CO[C@@H](CC1)C(F)(F)F)F (2R)-N-((S)-(3-chloro-2,4-difluorophenyl)((3S,6S)-6-(trifluoromethyl)tetrahydro-2H-pyran-3-yl)methyl)-2-methyl-3-oxopiperazine-1-carboxamide